N1N=CC2=C1CCOC2 1,4,6,7-tetrahydropyrano[4,3-c]pyrazole